tri(triphenylphosphine) bromide [Br-].C1(=CC=CC=C1)P(C1=CC=CC=C1)C1=CC=CC=C1.C1(=CC=CC=C1)P(C1=CC=CC=C1)C1=CC=CC=C1.C1(=CC=CC=C1)P(C1=CC=CC=C1)C1=CC=CC=C1